(S)-2-((6-cyanoimidazo[1,2-a]pyridin-2-yl)amino)-N-(pyrrolidin-3-yl)isonicotinamide C(#N)C=1C=CC=2N(C1)C=C(N2)NC=2C=C(C(=O)N[C@@H]1CNCC1)C=CN2